NC1=C(C=CC=C1)C1=CC=C(C=C1)F amino-4'-fluorobiphenyl